trans-N-(3-(5,7-dimethoxythiazolo[4,5-b]pyridin-6-yl)-1-((2-(trimethylsilyl)ethoxy)methyl)-1H-pyrrolo[2,3-b]pyridin-6-yl)-2-formylcyclopropane-1-carboxamide COC1=C(C(=C2C(=N1)N=CS2)OC)C2=CN(C1=NC(=CC=C12)NC(=O)[C@H]1[C@@H](C1)C=O)COCC[Si](C)(C)C